N,N,N',N'-tetrakis(2-thienylmethyl)octanediamide S1C(=CC=C1)CN(C(CCCCCCC(=O)N(CC=1SC=CC1)CC=1SC=CC1)=O)CC=1SC=CC1